C(C)N1N=CC=C1C=1N=C(N(C1)C)C1=NC(=CC2=C1C=NN2C)C(=O)N 4-[4-(1-ethyl-1H-pyrazol-5-yl)-1-methyl-1H-imidazol-2-yl]-1-methyl-1H-pyrazolo[4,3-c]pyridine-6-carboxamide